C(C)(C)(C)OC(CN1C(O[C@@]2(C1=O)CCC1=CC(=CC=C12)NC(=O)NC)=O)=O (S)-2-(5-(3-Methylureido)-2',4'-dioxo-2,3-dihydrospiro[indene-1,5'-oxazolidine]-3'-yl)acetic acid t-butyl ester